ClC1=C(C=C(C=C1F)C1=CC=NC(N1C(C)C1=CC(=CC=C1)C=1C=NN(C1)C)C)F 6-(4-chloro-3,5-difluorophenyl)-2-methyl-N-{1-[3-(1-methyl-1H-pyrazol-4-yl)phenyl]ethyl}pyrimidin